ClC=1C(=C2CN(CC2=CC1)C(=O)OC(C)(C)C)NC(\C=C\CN(C)C)=O tert-butyl (E)-5-chloro-4-(4-(dimethylamino)but-2-enamido)isoindoline-2-carboxylate